FC=1C=C(C=CC1)[C@@H]1CN(CC12CCC2)C(=O)C2=CN=CC(N2)=O (S)-6-(8-(3-fluorophenyl)-6-azaspiro[3.4]octane-6-carbonyl)pyrazin-2(1H)-one